ClC=1C=C2C(=NC1C1=CC=C(C=C1)C1=CC=C(C=C1)C=O)N=C(N2COCC[Si](C)(C)C)OC=2C=CC(=C(C(=O)OC)C2)C methyl 5-((6-chloro-5-(4'-formyl-[1,1'-biphenyl]-4-yl)-1-((2-(trimethylsilyl)ethoxy) methyl)-1H-imidazo[4,5-b]pyridin-2-yl)oxy)-2-methylbenzoate